1-(1-(3-((1-(2,6-dioxopiperidin-3-yl)-2,5-dioxo-2,5-dihydro-1H-pyrrol-3-yl)amino)phenyl)-ethyl)-3-(4-methyl-3-(trifluoromethyl)phenyl)urea O=C1NC(CCC1N1C(C(=CC1=O)NC=1C=C(C=CC1)C(C)NC(=O)NC1=CC(=C(C=C1)C)C(F)(F)F)=O)=O